S1C(N[14CH2]C1)=O thiazolidinone-4-14C